COC1=CC=C(C=C1)CN1C(C(CCC1=O)N1C(N(C=2C1=CC=1CCCN(C1C2)C(=O)OC(C)(C)C)C)=O)=O Tert-butyl 1-[1-[(4-methoxyphenyl)methyl]-2,6-dioxo-3-piperidyl]-3-methyl-2-oxo-7,8-dihydro-6H-imidazo[4,5-g]quinoline-5-carboxylate